C[C@@H]1[C@H]([C@H](C[C@@H](O1)O[C@@H]2[C@H](O[C@H](C[C@@H]2O)O[C@@H]3[C@H](O[C@H](C[C@@H]3O)O[C@H]4CC[C@]5([C@@H](C4)CC[C@@H]6[C@@H]5C[C@H]([C@]7([C@@]6(CC[C@@H]7C8=CC(=O)OC8)O)C)OC(=O)C)C)C)C)O)O The molecule is a cardenolide glycoside that is the 12-acetate of digoxin. It is a cardenolide glycoside and an acetate ester. It derives from a digoxin.